6-(1H-indazol-6-yl)-N-(6-morpholinylpyridin-3-yl)-[1,2,4]triazolo[4,3-a]pyrazin-8-amine N1N=CC2=CC=C(C=C12)C=1N=C(C=2N(C1)C=NN2)NC=2C=NC(=CC2)N2CCOCC2